4-(bis(2-((tert-butyldimethylsilyl)oxy)decyl)amino)butanoic acid [Si](C)(C)(C(C)(C)C)OC(CN(CCCC(=O)O)CC(CCCCCCCC)O[Si](C)(C)C(C)(C)C)CCCCCCCC